C(=C)(C)C=1CCC(CC1C1=C(C=C(C=C1O)CCCCC)O)C 2-(6-isopropenyl-3-methyl-6-cyclohexen-1-yl)-5-pentyl-1,3-benzenediol